(S)-2-((S)-1-(pyridin-2-yl)pyrrolidine-2-carboxamido)-9-(5,6,7,8-tetrahydro-1,8-naphthyridin-2-yl)nonanoic acid N1=C(C=CC=C1)N1[C@@H](CCC1)C(=O)N[C@H](C(=O)O)CCCCCCCC1=NC=2NCCCC2C=C1